ClC=1C=NC(=NC1)C=1C(=C(N)C=CC1)OC 3-(5-chloropyrimidin-2-yl)-2-methoxyaniline